6-cyano-1-(1,2-epoxy-2-phenyl-1-ethyl)naphthalene C(#N)C=1C=C2C=CC=C(C2=CC1)C1C(O1)C1=CC=CC=C1